CS(=O)(=O)OC[C@@H](C)OC (R)-2-methoxypropyl methanesulfonate